3-(4-(2-Chlorophenyl)piperazin-1-yl)benzo[d]isoxazole-4-carboxamide ClC1=C(C=CC=C1)N1CCN(CC1)C1=NOC=2C1=C(C=CC2)C(=O)N